ClC=1C=C(C=C(C1)Cl)C=1N(C=CC1C)N 2-(3,5-dichlorophenyl)-3-methyl-1H-pyrrol-1-amine